C(C)N(CC)[Mo]N(CC)CC bis(diethylamino)molybdenum